C(C)OC1=NC=CC=C1C1=NC(=C(C=C1)N1[C@@H](CN(CC1)C(=O)OC(C(F)(F)F)C(F)(F)F)CC)C(N[C@H]1CNCC1)=O 1,1,1,3,3,3-hexafluoropropan-2-yl (3R)-4-(2'-ethoxy-6-{[(3R)-pyrrolidin-3-yl]carbamoyl}-[2,3'-bipyridin]-5-yl)-3-ethylpiperazine-1-carboxylate